methyl 2-hydroxy-5,5-dimethylhexanoate OC(C(=O)OC)CCC(C)(C)C